N-(3-chloro-5-(methylsulfonamido)phenyl)-1-(2-hydroxycyclobutyl)-1H-pyrazole-4-carboxamide ClC=1C=C(C=C(C1)NS(=O)(=O)C)NC(=O)C=1C=NN(C1)C1C(CC1)O